C(C)C(CO)CCCCC 2-Ethylheptanol